C1(CCC1)N1C(=NC2=C1C=CC=C2)C#N 1-cyclobutyl-1H-1,3-benzodiazole-2-carbonitrile